(S)-N-(5-cyclopropyl-1H-pyrazol-3-yl)-2-(6-(difluoromethyl)imidazo[1,2-a]pyridin-2-yl)propanamide C1(CC1)C1=CC(=NN1)NC([C@@H](C)C=1N=C2N(C=C(C=C2)C(F)F)C1)=O